2,5-dibromo-3,4-diheptyl-thiophene BrC=1SC(=C(C1CCCCCCC)CCCCCCC)Br